3-methyl-7H-imidazo[1,5-a]pyrazin-8-one CC1=NC=C2N1C=CNC2=O